4-methoxy-3-(N-(2-(2-oxopiperidin-1-yl)-5-(trifluoromethyl)phenyl)sulfamoyl)benzoic acid COC1=C(C=C(C(=O)O)C=C1)S(NC1=C(C=CC(=C1)C(F)(F)F)N1C(CCCC1)=O)(=O)=O